1-bromo-9,9-dimethyl-9H-fluorene BrC1=CC=CC=2C3=CC=CC=C3C(C12)(C)C